tert-butyl 4-(N-(1,5-naphthyridin-3-yl)carbamoyl)-4-methylpiperidine-1-carboxylate N1=CC(=CC2=NC=CC=C12)NC(=O)C1(CCN(CC1)C(=O)OC(C)(C)C)C